O=C1CCOC2=CC(=CC=C12)O[C@@H](C1=CC=C(C#N)C=C1)C1=CC=NC=C1 (S)-4-(((4-oxochroman-7-yl)oxy)(pyridin-4-yl)methyl)benzonitrile